ClC=1C(=CC(=NC1)OC)C1=CC(=NN1)C(=O)N1CCC(CC1)C(=O)NC=1N(C=C(N1)C)C 1-[5-(5-chloro-2-methoxypyridin-4-yl)-1H-pyrazole-3-carbonyl]-N-(1,4-dimethyl-1H-imidazol-2-yl)piperidine-4-carboxamide